C=C(C)C1=C[C@H](N(C1)C(=O)OC(C)(C)C)C(=O)OC 1-(tert-butyl) 2-methyl (S)-4-(prop-1-en-2-yl)-2,5-dihydro-1H-pyrrole-1,2-dicarboxylate